C(#N)C1=CC(=C2C=C(N(C2=C1)C1CC1)NC(CC(C)(C)C)=O)F N-(6-cyano-1-cyclopropyl-4-fluoro-1H-indol-2-yl)-3,3-dimethylbutyramide